cis-N-(4-bromopyridin-2-yl)-3-{4-methyl-4,7-diazaspiro[2.5]octan-7-yl}cyclobutane-1-carboxamide BrC1=CC(=NC=C1)NC(=O)[C@@H]1C[C@@H](C1)N1CCN(C2(CC2)C1)C